CN1CC(CCC1)NC1=NN=C(C=2CCCCC12)C1=C(C=C(C=C1)C(F)(F)F)O 2-(4-((1-methylpiperidin-3-yl)amino)-5,6,7,8-tetrahydrophthalazin-1-yl)-5-(trifluoromethyl)phenol